5-(2-{5-chloro-2-oxo-1,2-dihydrospiro[indole-3,4'-piperidin]-1'-yl}ethoxy)-1-[(cis)-3-hydroxy-3-methylcyclobutyl]-1H-1,3-benzodiazole-7-carbonitrile ClC=1C=C2C(=CC1)NC(C21CCN(CC1)CCOC1=CC2=C(N(C=N2)C2CC(C2)(C)O)C(=C1)C#N)=O